COC=1C(=C2C=CNC2=C(C1)C)CN1[C@@H](CN(CC1)CC(C(F)F)(F)F)C1=CC=C(C(=O)O)C=C1 (R)-4-(1-((5-methoxy-7-methyl-1H-indol-4-yl)methyl)-4-(2,2,3,3-tetrafluoropropyl)piperazin-2-yl)benzoic acid